C(#N)N1[C@H]2[C@@H](C[C@@H]1CC2)NC(C2=CC=C(C=C2)OCC=2SC=CC2)=O N-((1R,2R,4S)-7-cyano-7-azabicyclo[2.2.1]heptan-2-yl)-4-(2-thiophenylmethoxy)benzamide